tert-butyl ((R)-3-methoxy-1-oxo-1-(((R)-4-oxo-4-phenyl-1-((3aS,4S,6S,7aR)-3a,5,5-trimethylhexahydro-4,6-methanobenzo[d][1,3,2]dioxaborol-2-yl)butyl)amino) propan-2-yl)carbamate COC[C@H](C(N[C@@H](CCC(C1=CC=CC=C1)=O)B1O[C@@]2([C@H](O1)C[C@H]1C([C@@H]2C1)(C)C)C)=O)NC(OC(C)(C)C)=O